C(C)(C)(C)OC(=O)N(CCC1=NC(=CC=C1[N+](=O)[O-])OC)CC1=C(C=CC(=C1)F)NC1=C(C(=O)O)C=C(C(=C1)F)F 2-((2-(((tert-butoxycarbonyl)(2-(6-methoxy-3-nitropyridin-2-yl)ethyl)amino)-methyl)-4-fluorophenyl)amino)-4,5-difluorobenzoic acid